FC1=CC(=CC=2NC(=NC21)C2=C(C=1C(NC2=O)=CN(N1)C)N[C@@H](C)C1=NC=CC=N1)OC (S)-6-(4-fluoro-6-methoxy-1H-benzo[d]imidazol-2-yl)-2-methyl-7-((1-(pyrimidin-2-yl)ethyl)amino)-2H-pyrazolo[4,3-b]pyridin-5(4H)-one